2-Chloro-1,3-propandiol ClC(CO)CO